ClC=1C=C(NC2(CCC3(C(=CC4=C(C(=CC=C34)F)F)C[C@H](CO)C)CC2)C(=O)OC)C=CC1 methyl (1r,4R)-4-(3-chloroanilino)-4',5'-difluoro-2'-[(2R)-3-hydroxy-2-methylpropyl]spiro[cyclohexane-1,1'-indene]-4-carboxylate